C(=O)O.C(C)(=O)OC1=CC2=CC=C(C=C2C=C1)F 6-fluoronaphthalen-2-yl acetate formate